CN1CC=CC(=C1)N1CCN(CC1)CC1=CC=2NC(C=3C=CC=CC3C2N1C)=O N-methyl-5-(4-((1-methyl-5-oxo-4,5-dihydro-1H-pyrrolo[3,2-c]isoquinolin-2-yl)methyl)piperazin-1-yl)pyridine